FS(C1=CC=C(C=C1)C1CCC(CC1)OC1=C(N=NN1)C(=O)O)(F)(F)(F)F 5-((4-(4-(pentafluoro-λ6-sulfanyl)phenyl)cyclohexyl)oxy)-1H-1,2,3-triazole-4-carboxylic acid